(S)-2-(5-Fluoropyridin-2-yl)-6-isopropyl-3-(1H-pyrazolo[3,4-b]pyridin-4-yl)-6,7-dihydro-4H-pyrazolo[5,1-c][1,4]oxazine FC=1C=CC(=NC1)C1=NN2C(CO[C@H](C2)C(C)C)=C1C1=C2C(=NC=C1)NN=C2